17,17-dimethyl-6,15-dioxo-16-oxa-3,4-dithia-7,14-diazaoctadecanoate CC(OC(NCCCCCCNC(CSSCC(=O)[O-])=O)=O)(C)C